C(C)(=O)OCCCCCCCC\C=C/C\C=C\C (9Z,12E)-tetradec-9,12-diene-1-yl acetate